1-(3-carbonyl-2,3-dihydro-1H-benzo[de]isoquinolin-6-yl)-2-trifluoromethyl-N-(2-trifluoromethyl-pyridin-4-yl)-1H-pyrazol-3-carboxamide C(=O)=C1NCC2=CC=CC=3C2=C1C=CC3N3N(C(C=C3)C(=O)NC3=CC(=NC=C3)C(F)(F)F)C(F)(F)F